C1(CC1)C=1N=C(SC1C)NC(CC1=CC(=C(OC2=C(C(=O)N)C=CC=N2)C=C1)F)=O 2-(4-(2-((4-cyclopropyl-5-methylthiazol-2-yl)amino)-2-oxoethyl)-2-fluorophenoxy)nicotinamide